(2R,3S,4R,5R)-2-(hydroxymethyl)-5-(6-(neopentylamino)-9H-purin-9-yl)tetrahydrofuran-3,4-diol OC[C@H]1O[C@H]([C@@H]([C@@H]1O)O)N1C2=NC=NC(=C2N=C1)NCC(C)(C)C